2,2-diphenylsuccinic acid C1(=CC=CC=C1)C(C(=O)O)(CC(=O)O)C1=CC=CC=C1